F[Sb-](F)(F)(F)(F)F.CC1=CC=C(C=C1)[I+]C1=CC=C(C=C1)CC(C)C 4-methylphenyl-4-(2-methylpropyl)phenyliodonium hexafluoroantimonate